N-(4-((3-(neopentylcarbamoyl)phenyl)amino)phenyl)picolinamide tert-butyl-N-[2-[[6-methoxy-4-(1H-pyrazolo[3,4-c]pyridin-5-yl)-3-pyridyl]oxy]ethyl]-N-methyl-carbamate C(C)(C)(C)OC(N(C)CCOC=1C=NC(=CC1C=1C=C2C(=CN1)NN=C2)OC)=O.C(C(C)(C)C)NC(=O)C=2C=C(C=CC2)NC2=CC=C(C=C2)NC(C2=NC=CC=C2)=O